C(C)OC(=O)C1(CC(=NO1)C1=C(C=C(C(=C1)C1=NC=CC=C1)F)Cl)C 3-[2-chloro-4-fluoro-5-(2-pyridinyl)phenyl]-5-methyl-4H-isoxazole-5-carboxylic acid ethyl ester